C1(CC1)C(C1=CC2=C(C(N(CCO2)C[C@@H](CN2CC3=CC=CC=C3CC2)O)=O)C=C1)O 8-[cyclopropyl(hydroxy)methyl]-4-[(2R)-3-(3,4-dihydro-1H-isoquinolin-2-yl)-2-hydroxy-propyl]-2,3-dihydro-1,4-benzoxazepin-5-one